CC(=O)N[C@@H]1[C@H]([C@@H]([C@H](O[C@@H]1O)CO)O[C@H]2[C@@H]([C@H]([C@@H]([C@H](O2)CO)O[C@H]3[C@H]([C@H]([C@@H]([C@H](O3)CO[C@@H]4[C@H]([C@H]([C@@H]([C@H](O4)CO)O)O[C@@H]5[C@H]([C@H]([C@@H]([C@H](O5)CO)O)O)O)O)O)O[C@@H]6[C@H]([C@H]([C@@H]([C@H](O6)CO)O)O)O[C@@H]7[C@H]([C@H]([C@@H]([C@H](O7)CO)O)O)O[C@@H]8[C@H]([C@H]([C@@H]([C@H](O8)CO)O)O)O)O)O)NC(=O)C)O The molecule is a high-mannose oligosaccharide that is beta-D-mannopyranose in which the hydrogens of hydroxy groups are replaced by a 3-O-alpha-D-mannopyranosyl-alpha-D-mannopyranosyl group at position 6, a alpha-D-mannopyranosyl-(1->2)-alpha-D-mannopyranosyl-(1->2)-alpha-D-mannopyranosyl group at position 3, and a chitobiose group at position 1. It is an amino octasaccharide and a high-mannose oligosaccharide. It derives from an alpha-D-Manp-(1->6)-[alpha-D-Manp-(1->2)-alpha-D-Manp-(1->2)-alpha-D-Manp-(1->3)]-beta-D-Manp-(1->4)-beta-D-GlcpNAc-(1->4)-alpha-D-GlcpNAc.